1-((2'R,6aR,8R,9aR)-2,2,4,4-tetraisopropyltetrahydrospiro[furo[3,2-f]-[1,3,5,2,4]trioxadisilocine-9,2'-thietan]-8-yl)pyrimidine-2,4(1H,3H)-dione C(C)(C)[Si]1(O[Si](OC[C@@H]2[C@@H](O1)[C@@]1(SCC1)[C@@H](O2)N2C(NC(C=C2)=O)=O)(C(C)C)C(C)C)C(C)C